1-methyl-N-(6-(3-((4-(1-(tetrahydro-2H-pyran-2-yl)-1H-pyrazol-4-yl)phenyl)amino)-1H-indazol-1-yl)pyridin-2-yl)-1H-pyrazole-4-carboxamide CN1N=CC(=C1)C(=O)NC1=NC(=CC=C1)N1N=C(C2=CC=CC=C12)NC1=CC=C(C=C1)C=1C=NN(C1)C1OCCCC1